(1S,2R,4R)-2-ALLYL-4-((TERT-BUTYLDIMETHYLSILYL)OXY)CYCLOPENTANOL C(C=C)[C@H]1[C@H](C[C@@H](C1)O[Si](C)(C)C(C)(C)C)O